BrC=1C=2N(C=C(C1)S(=O)(=O)NC(CCCl)C#N)C(=CN2)C=O 8-bromo-N-(1-cyanochloropropyl)-3-formylimidazo[1,2-a]pyridin-6-sulfonamide